(2-cyano-8-(4-hydroxy-2-methylphenyl)imidazo[1,2-c]Pyrimidin-5-yl)((5-fluoro-2,3-dihydrobenzofuran-4-yl)methyl)carbamic acid tert-butyl ester C(C)(C)(C)OC(N(CC1=C(C=CC2=C1CCO2)F)C2=NC=C(C=1N2C=C(N1)C#N)C1=C(C=C(C=C1)O)C)=O